CS(=O)(=O)C1=CC=C(C=C1)CC=O 2-(4-(methylsulfonyl)phenyl)acetaldehyde